C(#N)C1=CC=C(C=C1)C(CN[C@H](C(=O)NC1=NC=C(C=C1)N1CC(C1)OC)C1=CC=CC=C1)C (S)-2-((2-(4-cyanophenyl)-propyl)amino)-N-(5-(3-meth-oxyazetidin-1-yl)pyridin-2-yl)-2-phenylacetamide